7-(2,2-dioxido-3,4-dihydropyrido[2,1-c][1,2,4]thiadiazin-9-yl)-2,2-dimethyl-3,4-dihydronaphthalen-1(2H)-one O=S1(N=C2N(CC1)C=CC=C2C2=CC=C1CCC(C(C1=C2)=O)(C)C)=O